C(#N)N1C2CCC(C1)[C@H]2NC(=O)C2=NNC(=C2)C=2C=NC=CC2NC2=CC=CC=C2 N-((7R)-2-Cyano-2-azabicyclo[2.2.1]heptan-7-yl)-5-(4-(phenylamino)pyridin-3-yl)-1H-pyrazol-3-carboxamid